ClC=1C(=C(C(N(C1)CCO)=O)F)CN1C(N([C@H](C2=CC=C(C=C12)C(=O)NCC1=C(C=C(C=C1F)F)F)C)C)=O (S)-1-((5-chloro-3-fluoro-1-(2-hydroxyethyl)-2-OXO-1,2-dihydropyridin-4-yl)methyl)-3,4-dimethyl-2-oxo-N-(2,4,6-trifluorobenzyl)-1,2,3,4-tetrahydroquinazoline-7-carboxamide